3-[2-methyl-5-(4-piperidyl)indol-1-yl]piperidine-2,6-dione CC=1N(C2=CC=C(C=C2C1)C1CCNCC1)C1C(NC(CC1)=O)=O